C(C)OC(NC(C(=NNC1=CC(=C(C(=C1)Cl)OC1=NN(C(C(=C1)C(C)C)=O)C)Cl)C#N)=O)=O (2-Cyano-2-{[3,5-dichloro-4-(5-isopropyl-1-methyl-6-oxo-1,6-dihydro-pyridazin-3-yloxy)-phenyl]-hydrazono}-acetyl)-carbamic acid ethyl ester